O1CCN(CC1)C1=CC=C(C=C1)NC(=O)C1=NNC2=CC=C(C=C12)NS(=O)(=O)C=C N-(4-Morpholinophenyl)-5-(vinylsulphonylamino)-1H-indazole-3-carboxamide